1-(4-bromo-benzenesulfonyl)-4-methyl-piperazine BrC1=CC=C(C=C1)S(=O)(=O)N1CCN(CC1)C